(7S,8aS)-7-(3-([1,2,4]triazolo[1,5-a]pyridin-5-yl)propyl)-2-(4-fluorophenyl)hexahydropyrrolo[1,2-a]pyrazin-6(2H)-one N=1C=NN2C1C=CC=C2CCC[C@H]2C[C@@H]1N(CCN(C1)C1=CC=C(C=C1)F)C2=O